C(C)(C)N1N=CC=2CCC(CC12)C(=O)N isopropyl-4,5,6,7-tetrahydro-1H-indazole-6-carboxamide